C1(CC1)C(CC(=O)O)C=1C=C(C2=C(CCO2)C1)I 3-cyclopropyl-3-(7-iodo-2,3-dihydrobenzofuran-5-yl)propionic acid